(R or S)-4-(6-chloro-2-(3-(dimethylamino)azetidin-1-yl)-8-fluoro-7-(3-hydroxynaphthalen-1-yl)quinazolin-4-yl)-1,4-azaphosphine-4-oxide ClC=1C=C2C(=NC(=NC2=C(C1C1=CC(=CC2=CC=CC=C12)O)F)N1CC(C1)N(C)C)[P@]1(CC=NC=C1)=O |o1:30|